BrC=1C=CC2=C(N(C(=N2)C2CCC(CC2)(F)F)CCOC)C1 6-bromo-2-(4,4-difluorocyclohexyl)-1-(2-methoxyethyl)-1H-benzo[d]imidazole